methyl 2-(6-((1-acryloylpiperidin-4-yl)ethynyl)-4-amino-5-(4-phenoxyphenyl)-7H-pyrrolo[2,3-d]pyrimidin-7-yl)propanoate C(C=C)(=O)N1CCC(CC1)C#CC1=C(C2=C(N=CN=C2N)N1C(C(=O)OC)C)C1=CC=C(C=C1)OC1=CC=CC=C1